O1C(OCC1)C(=O)[O-] 1,3-dioxolaneAt